FC1=C(C=CC(=C1F)F)C=1C(=C2N(N1)CCC2)C2=CC=C1C=NNC1=C2 6-(2-(2,3,4-Trifluorophenyl)-5,6-dihydro-4H-pyrrolo[1,2-b]pyrazol-3-yl)-1H-indazole